C(C)C=1N=C(SC1)[C@H](CC1=CC=C(C=C1)NS(O)(=O)=O)NC(CNC(=O)OC)=O (S)-4-{2-(4-Ethylthiazol-2-yl)-2-[2-(methoxycarbonylamino)acetamido]ethyl}phenylsulfamic acid